C(C)N1C(SC2=C1C=CC=C2)C 3-ethyl-2-methylbenzo[D]thiazole